C1(=CC(=CC=C1)C(C)=O)C(C)=O 1,1'-(1,3-phenylene)diethanone